(5S,7R)-N-(2,4-dichloro-6-methylbenzyl)-7-hydroxy-6,7-dihydro-5H-cyclopenta[b]pyridine-5-carboxamide ClC1=C(CNC(=O)[C@H]2C[C@H](C3=NC=CC=C32)O)C(=CC(=C1)Cl)C